COC([C@H](CC)OC1=C(C=C(C=C1)Br)C1=NOCC1OCC)=O Methyl-(2S)-2-[4-bromo-2-(4-ethoxy-4,5-dihydroisoxazol-3-yl)phenoxy]butanoat